1'-benzyl-6-methoxy-2H-spiro[benzofuran-3,4'-piperidine]-5-carboxylic acid methyl ester COC(=O)C=1C(=CC2=C(C1)C1(CCN(CC1)CC1=CC=CC=C1)CO2)OC